1-(7-(Azetidin-1-yl)-5-(3-chloropropyl)-10-(2,6-dimethoxyphenyl)-5-methyldibenzo[b,e]silin-3(5H)-ylidene)azetidin-1-ium N1(CCC1)C1=CC2=C(C(=C3C([Si]2(C)CCCCl)=CC(C=C3)=[N+]3CCC3)C3=C(C=CC=C3OC)OC)C=C1